C(C)(C)(C)[C@@]1(N(CCOC1)C(=O)OC1COCC1O[Si](C1=CC=CC=C1)(C1=CC=CC=C1)C(C)(C)C)C1=CC(=CC(=C1)C1=NC(=NC(=N1)N)N)Cl 4-((tert-butyldiphenylsilyl)oxy)tetrahydrofuran-3-ol tert-butyl-(R)-3-(3-chloro-5-(4,6-diamino-1,3,5-triazin-2-yl)phenyl)morpholine-4-carboxylate